1,2-dimethyldisulfane CSSC